8-(2,4-dichlorophenyl)-9-(4-((1-(3-fluoropropyl)azetidin-3-ylidene)methyl)phenyl)-6,7-dihydro-5H-benzo[7]annulen-3-ol ClC1=C(C=CC(=C1)Cl)C=1CCCC2=C(C1C1=CC=C(C=C1)C=C1CN(C1)CCCF)C=CC(=C2)O